N[C@@H](CC(=O)OCC)C=1C=C(C=C(C1)F)C1=CC(=CC=C1)OC ethyl (S)-3-amino-3-(5-fluoro-3'-methoxybiphenyl-3-yl)propanoate